3-((R)-1-((5-fluoro-7-((R)-hexahydro-2H,6H-pyrazino[1,2-c][1,3]oxazin-2-yl)-4-methylphthalazin-1-yl)amino)ethyl)-2-methylbenzonitrile FC1=C2C(=NN=C(C2=CC(=C1)N1C[C@@H]2N(COCC2)CC1)N[C@H](C)C=1C(=C(C#N)C=CC1)C)C